ethyl (R)-2-(chloromethyl)-4-((6-isobutyl-6-azaspiro[2.5]octan-4-yl)oxy)benzoate ClCC1=C(C(=O)OCC)C=CC(=C1)O[C@@H]1C2(CC2)CCN(C1)CC(C)C